C(C=C)(=O)N1C[C@H]2N(C(C=3C=C(C(=C4C(=CN(C34)CC2)C)C2=CC=C(C=3SC(=C(C32)C#N)N)F)F)=O)CC1 (R)-4-((S)-10-Acryloyl-2-fluoro-4-methyl-14-oxo-8,8a,9,10,11,12-hexahydro-7H,14H-pyrazino[1',2':5,6][1,5]diazocino[3,2,1-hi]indol-3-yl)-2-amino-7-fluorobenzo[b]thiophene-3-carbonitrile